2-methyl-2H-pyrazolo[4,3-b]Pyridine-5-carboxylic acid methyl ester COC(=O)C=1C=CC=2C(N1)=CN(N2)C